1-(1-cyclobutylcyclopropyl)-3-[[2-(difluoromethoxy)pyridin-4-yl]methyl]urea C1(CCC1)C1(CC1)NC(=O)NCC1=CC(=NC=C1)OC(F)F